2-(isopropylthio)-1-(4-(5-(trifluoromethyl)-1,2,4-oxadiazol-3-yl)phenyl)ethan-1-one C(C)(C)SCC(=O)C1=CC=C(C=C1)C1=NOC(=N1)C(F)(F)F